C1(CCCC1)P(C1=CC(=CC(=C1)C)C)C1CCCC1 dicyclopentyl(3,5-dimethylphenyl)phosphine